cobalt(II) 5,15-di(4-fluorophenyl)porphyrin FC1=CC=C(C=C1)C=1C2=CC=C(N2)C=C2C=CC(C(=C3C=CC(=CC=4C=CC1N4)N3)C3=CC=C(C=C3)F)=N2.[Co+2]